Methyl (S)-4-(1-(1-(3-(3-oxopropyl)-5-(trifluoromethyl)benzyl)-6-(trifluoromethyl)-2,3-dihydro-1H-imidazo[1,2-b]pyrazole-7-carboxamido)ethyl)benzoate O=CCCC=1C=C(CN2CCN3N=C(C(=C32)C(=O)N[C@@H](C)C3=CC=C(C(=O)OC)C=C3)C(F)(F)F)C=C(C1)C(F)(F)F